FC=1C=C(C=C(C1OC1=CC=NC2=CC(=CC=C12)OCCNC)F)NC(=O)C=1C=NC=CC1OC N-(3,5-difluoro-4-((7-(2-(methylamino)ethoxy)quinolin-4-yl)oxy)phenyl)-4-methoxypyridine-3-carboxamide